glycerin monocitrate C(CC(O)(C(=O)O)CC(=O)O)(=O)O.OCC(O)CO